(R)-5-(2-(((R)-1-(2-(4,4-dimethylpiperidin-1-yl)-6-methyl-4-oxo-4H-chromen-8-yl)ethyl)amino)phenyl)thiazolidine-2,4-dione CC1(CCN(CC1)C=1OC2=C(C=C(C=C2C(C1)=O)C)[C@@H](C)NC1=C(C=CC=C1)[C@@H]1C(NC(S1)=O)=O)C